2-(4-cyclopropyl-6-methoxypyrimidin-5-yl)-8-({4-[1-methyl-4-(trifluoromethyl)imidazol-2-yl]phenyl}methyl)-6,7-dihydro-5H-pteridine C1(CC1)C1=NC=NC(=C1C1=NC=2N(CCNC2C=N1)CC1=CC=C(C=C1)C=1N(C=C(N1)C(F)(F)F)C)OC